3-isocyano-2-methylbenzene [N+](#[C-])C=1C(=CC=CC1)C